1-(3-(4-(3,4-difluoro-2-(trifluoromethyl)-phenyl)piperidine-1-carbonyl)-1,4,5,7-tetrahydro-6H-pyrazolo[3,4-c]pyridin-6-yl)-3-methylbutan-1-one FC=1C(=C(C=CC1F)C1CCN(CC1)C(=O)C1=NNC=2CN(CCC21)C(CC(C)C)=O)C(F)(F)F